O=C1NC(CCC1N1C(N(C2=C1C=CC(=C2)CN2CCN(CC2)[C@H]2CN(CC2)C(=O)OC(C)(C)C)C)=O)=O tert-butyl (3R)-3-[4-[[1-(2,6-dioxo-3-piperidyl)-3-methyl-2-oxo-benzimidazol-5-yl]methyl]piperazin-1-yl]pyrrolidine-1-carboxylate